O[C@@]1(C(N(CC1)C)=O)C1=CC(=NO1)C=1C=C(C=CC1)C1=NC(=C(C(=N1)C(=O)N)C(F)(F)F)NC1=NN(C=C1)C (R)-2-(3-(5-(3-Hydroxy-1-methyl-2-oxopyrrolidin-3-yl)isoxazol-3-yl)phenyl)-6-((1-methyl-1H-pyrazol-3-yl)amino)-5-(trifluoromethyl)pyrimidine-4-carboxamide